ClC1=C(C=C(C=C1)F)[C@@H]1[C@H](CCC(C1)(C)C)C(=O)N1CCC2(CN(C2)C(C=C)=O)CC1 (7-((1S,2S)-2-(2-chloro-5-fluorophenyl)-4,4-dimethylcyclohexane-1-carbonyl)-2,7-diazaspiro[3.5]nonan-2-yl)prop-2-en-1-one